N-((2-(6-(((4-isopropyl-4H-1,2,4-triazol-3-yl)methyl)amino)pyridin-2-yl)-1,6-naphthyridin-7-yl)methyl)-5-(methylsulfonyl)nicotinamide C(C)(C)N1C(=NN=C1)CNC1=CC=CC(=N1)C1=NC2=CC(=NC=C2C=C1)CNC(C1=CN=CC(=C1)S(=O)(=O)C)=O